C1-fluoro-2-iodoethane FCCI